O=C1N(CC2=NC=C(C=C21)C#CC=2C=CC(=NC2)C(=O)N)C(C(NC=2SC=CN2)=O)C2=CC=CC=C2 5-((5-keto-6-(2-oxo-1-phenyl-2-(thiazol-2-ylamino)ethyl)-6,7-dihydro-5H-pyrrolo[3,4-b]pyridin-3-yl)ethynyl)picolinamide